FC=1C=C(C=O)C=C(C1O)F 3,5-Difluoro-4-hydroxybenzaldehyde